6-Bromo-5-fluoro-2-(piperidin-4-yl)-1H-indole HCl Cl.BrC1=C(C=C2C=C(NC2=C1)C1CCNCC1)F